N-Cyclohexyl-thiophthalimid C1(CCCCC1)N1C(C=2C(C1=O)=CC=CC2)=S